BrC=1C=CC=2N(C3=CC=C(C=C3OC2C1)Br)CCN1C(COCC1)C(F)(F)F 3,7-dibromo-10-(2-(3-(trifluoromethyl)morpholino)ethyl)-10H-phenoxazine